C1CCC2=C(C=3CCCC3C=C12)NC(=O)N=S(=O)(N)C1=NC(=CC=C1)C(C)(C)O N'-((1,2,3,5,6,7-hexahydro-s-indacen-4-yl)carbamoyl)-6-(2-hydroxypropan-2-yl)pyridine-2-sulfonimidamide